CC(C(=O)OCC(N=[N+]=[N-])SC(=S)CC)C 2-[(ethylthiocarbonyl) thio]2-Azidoethyl 2-methylpropionate